FC(C1=CC=C(C=C1)N1C=2C=CC=CC2N(C2=CC=CC=C12)C1=CC=C(C=C1)C(F)(F)F)(F)F 5,10-bis(4-trifluoromethylphenyl)-5,10-dihydrophenazine